[Se]1CC=C2C1=C1C(C=C2)=NC=2C=CC=CC21 indolobenzselenophene